C(C)OS(=O)(=O)O.C(CCCCCCCCCCCCCCC)N1C(COCC1)CC N-hexadecyl-ethyl-morpholine ethyl-sulfate salt